(4-benzothiazol-2-yl-phenyl)-(4'-naphthalen-1-yl-biphenyl-4-yl)amine S1C(=NC2=C1C=CC=C2)C2=CC=C(C=C2)NC2=CC=C(C=C2)C2=CC=C(C=C2)C2=CC=CC1=CC=CC=C21